N1(CCNCC1)CCOCCOCC(=O)OC(C)(C)C tert-butyl 2-[2-(2-piperazin-1-ylethoxy)ethoxy]acetate